BrC(C)C=1C=CC(N(N1)COCC[Si](C)(C)C)=O 6-(1-bromoethyl)-2-((2-(trimethylsilyl)ethoxy)methyl)pyridazin-3(2H)-one